Isoxazole phosphorus [P].O1N=CC=C1